O=C1NC(NC(N1)=O)=O dihydro-2,4,6-trioxo-1,3,5-triazine